NC1=NC(=CC(=N1)N1[C@@H](COCCC1)C1=C(C=C(C#N)C=C1)Cl)C |r| (+/-)-4-[4-(2-amino-6-methyl-pyrimidin-4-yl)-1,4-oxazepan-3-yl]-3-chloro-benzonitrile